isopropyl N-[6-[5-[(1S)-1-[[6-chloro-8-(trifluoromethyl)quinazolin-4-yl]-methyl-amino]ethyl]-1,2,4-triazol-1-yl]pyrimidin-4-yl]-N-methyl-carbamate ClC=1C=C2C(=NC=NC2=C(C1)C(F)(F)F)N([C@@H](C)C1=NC=NN1C1=CC(=NC=N1)N(C(OC(C)C)=O)C)C